(+-)-3-(4-amino-3-methyl-1H-pyrazol-1-yl)cyclobutane-1-carbonitrile NC=1C(=NN(C1)C1CC(C1)C#N)C